BrC1=CSC2=C1N=CN=C2N2CCC1(CC2)[C@@H](C2=CC=CC=C2C1)NC(OCCCC)=O butyl (S)-(1'-(7-bromothieno[3,2-d]pyrimidin-4-yl)-1,3-dihydrospiro[indene-2,4'-piperidin]-1-yl)carbamate